O1C(=NC2=C1C=CC=C2)C(CCCCC)(C=2C(NN=NC2CCC2=CC=CC=C2)=N)C=2OC1=C(N2)C=CC=C1 bisbenzoxazolyl-phenylethylhexyl-iminotriazine